8-amino-6-fluoro-N-[(1-hydroxycyclohexyl)methyl]-4-oxo-4h-chromene-2-carboxamide NC=1C=C(C=C2C(C=C(OC12)C(=O)NCC1(CCCCC1)O)=O)F